6-chloro-3-methoxy-N-(thiophen-2-ylmethyl)pyrazin-2-amine ClC1=CN=C(C(=N1)NCC=1SC=CC1)OC